BrC=1C(=NC(=NC1)NC1=C(C=C(C(=C1)CC)N1CCC(CC1)N1CCN(CC1)C)OC)NC1=C(C2=C(OCCO2)C=C1)N(S(=O)(=O)C)C N-(6-((5-bromo-2-((5-ethyl-2-methoxy-4-(4-(4-methylpiperazin-1-yl)piperidin-1-yl)phenyl)amino)pyrimidin-4-yl)amino)-2,3-dihydrobenzo[b][1,4]dioxin-5-yl)-N-methylmethanesulfonamide